C(CC)C1=C2C(OC(C2=C(C=C1)CCC)=O)=O 4,7-dipropyl-1,3-Dihydroisobenzofuran-1,3-dione